CHLOROPROPYLTRICHLOROSILANE ClCCC[Si](Cl)(Cl)Cl